6-fluoro-N-isopropyl-N-(pyridin-2-ylmethyl)-1H-indole-2-carboxamide FC1=CC=C2C=C(NC2=C1)C(=O)N(CC1=NC=CC=C1)C(C)C